COC(=O)C=1C=C2C(=C(NC2=C(C1)NC(=O)OCC)C)C(C)=O 3-acetyl-7-((ethoxycarbonyl)amino)-2-methyl-1H-indole-5-carboxylic acid methyl ester